[Ru](Cl)Cl.N1=C(C=CC=C1)C1=NC=CC=C1.N1=C(C=CC=C1)C1=NC=CC=C1.N1=C(C=CC=C1)C1=NC=CC=C1 tris(2,2-bipyridine) ruthenium (II) chloride